N-(3-fluoro-4-(4-methylpiperazin-1-yl)phenyl)-9-isopropyl-5,6-dihydroisoxazolo[5,4-H]quinazolin-2-amine FC=1C=C(C=CC1N1CCN(CC1)C)NC1=NC=2C3=C(CCC2C=N1)ON=C3C(C)C